ClC=1SC(=CC1S(=O)(N)=NC(NC1=C(C=C(C=C1C(C)C)F)C(C)C)=O)Cl 2,5-dichloro-N'-((4-fluoro-2,6-diisopropylphenyl)carbamoyl)-thiophene-3-sulfonimidamide